C(C)(C)(C)N1CC(C=C1)(CC#N)C 1-(tert-butyl)3-methyl-3-(cyanomethyl)pyrrol